CC1=CC=CC(=N1)C1=C(N=CN1)C=1C=C2C=C(C=NC2=CC1)C=1C=NC(=NC1)C(=O)OCC1CNC1 azetidin-3-ylmethyl 5-[6-[5-(6-methyl-2-pyridyl)-1H-imidazol-4-yl]-3-quinolyl]pyrimidine-2-carboxylate